N1(CCOCC1)C1=C(C=O)C=CC(=C1)C(F)(F)F 2-(morpholin-4-yl)-4-(trifluoromethyl)benzaldehyde